[(1S,5R)-6-(2,2-Dimethylpyrrolidin-1-carbonyl)-3-azabicyclo[3.1.0]hexan-3-yl]-(5-isopropyl-1H-pyrazol-3-yl)methanon CC1(N(CCC1)C(=O)C1[C@@H]2CN(C[C@H]12)C(=O)C1=NNC(=C1)C(C)C)C